FC=1C=C2C3=C(NC2=C(C1)NC)N=CC(=C3N3CCOCC3)C=3C=C1C(C(=CN(C1=NC3)C3CN(CC3)C)C(=O)O)=O 6-[6-fluoro-8-(methylamino)-4-morpholino-9H-pyrido[2,3-b]indol-3-yl]-1-(1-methylpyrrolidin-3-yl)-4-oxo-1,8-naphthyridine-3-carboxylic acid